methyl-3-methyl-butene CC=CC(C)C